2-{[(1R)-1-(4-chlorophenyl)-7-fluoro-5-[1-(4-fluoro-1-methylpiperidin-4-yl)-1-hydroxypropyl]-3-oxo-1-[(3S)-oxolan-3-yloxy]-2,3-dihydro-1H-isoindol-2-yl]methyl}pyrimidine-5-carbonitrile ClC1=CC=C(C=C1)[C@@]1(N(C(C2=CC(=CC(=C12)F)C(CC)(O)C1(CCN(CC1)C)F)=O)CC1=NC=C(C=N1)C#N)O[C@@H]1COCC1